C(C1CO1)OCCC[Si](OCC)(OCC)OCC gamma-glycidoxypropyltri-ETHOXY-silane